CC1=CNC=C1C(C)=O 3-methyl-4-acetyl-pyrrole